COC=1C=C2C(=CC=NC2=CC1OC)OC1=C(C=C(C=C1)NC(=O)C=1C(N(C(=CC1)C)C1=CC=C(C=C1)F)=O)F N-[4-[(6,7-dimethoxy-4-quinolyl)oxy]-3-fluoro-phenyl]-1-(4-fluorophenyl)-6-methyl-2-oxo-pyridine-3-carboxamide